NC=1N(C(=CC1)C)C1C(=C(C=CC1(C)OCC1(CCC1)CN)O)C 2-Amino-6-((1-(aminomethyl)cyclobutyl)methoxy)-1-(3-hydroxy-2,6-dimethylphenyl)-5-methyl-1H-pyrrole